2-{[(8-bromo-2-methoxynaphthalen-1-yl)amino]methyl}prop-2-enenitrile BrC=1C=CC=C2C=CC(=C(C12)NCC(C#N)=C)OC